BrC1=CC(=C(C=C1OC)/C=C/C(=O)C1=CC=C(C=C1)F)OC (E)-3-(4-bromo-2,5-dimethoxyphenyl)-1-(4-fluorophenyl)-prop-2-en-1-one